[2-(2-aminophenyl)phenyl]palladium(2+) NC1=C(C=CC=C1)C1=C(C=CC=C1)[Pd+2]